ClC=1C=C2C=C(C(=NC2=CC1OC)OC)C=O 6-chloro-2,7-dimethoxyquinoline-3-carbaldehyde